C12CC(CC(C1)C2)OC2=C(C=C(C=C2O)NC(=O)C=2N=C(OC2CC(F)(F)F)N2CC(C2)(CC)CC)F N-(4-(bicyclo[3.1.1]heptan-3-yloxy)-3-fluoro-5-hydroxyphenyl)-2-(3,3-diethylazetidin-1-yl)-5-(2,2,2-trifluoroethyl)oxazole-4-carboxamide